(R)-1-(3-(hydroxymethyl)piperazine-1-Yl)prop-2-en-1-one OC[C@H]1CN(CCN1)C(C=C)=O